BrC=1C(=NC=C(C(=O)NC2=CC=C(C=C2)OC(F)(F)Cl)C1)N1C=C(C=C1)F (R)-5-bromo-N-(4-(chlorodifluoromethoxy)phenyl)-6-(3-fluoropyrrol-1-yl)nicotinamide